1-((3R,4S)-4-((5-(1-(2,2-difluoropropyl)-1H-benzo[d][1,2,3]triazol-6-yl)-4-methoxypyrrolo[2,1-f][1,2,4]triazin-2-yl)amino)-3-fluoropiperidin-1-yl)ethan-1-one FC(CN1N=NC2=C1C=C(C=C2)C=2C=CN1N=C(N=C(C12)OC)N[C@@H]1[C@@H](CN(CC1)C(C)=O)F)(C)F